C(#N)C1CN(C1)S(=O)(=O)N1C[C@H](CCC1)C(=O)N1[C@H](CCC1)C(=O)N[C@H](C)C1=CC(=C(C=C1)C)F 1-(((3S)-1-((3-cyano-1-azetidinyl)sulfonyl)-3-piperidinyl)carbonyl)-N-((1R)-1-(3-fluoro-4-methylphenyl)ethyl)-D-prolinamide